ethane-1,2-diylbis(dithio-carbamic acid) C(CNC(S)=S)NC(S)=S